benzyl (2R)-4-(4-amino-5-iodoimidazo[5,1-f][1,2,4]triazin-7-yl)-2-(methoxymethyl)pyrrolidine-1-carboxylate NC1=NC=NN2C1=C(N=C2C2C[C@@H](N(C2)C(=O)OCC2=CC=CC=C2)COC)I